tert-butyl (2S,4S)-2-(6-(3-azabicyclo[3.1.0]hexan-3-yl)pyridin-3-yl)-4-((tert-butyldimethylsilyl)oxy)pyrrolidine-1-carboxylate C12CN(CC2C1)C1=CC=C(C=N1)[C@H]1N(C[C@H](C1)O[Si](C)(C)C(C)(C)C)C(=O)OC(C)(C)C